Cl.COC[C@@H]1N(C[C@H](NC1)C)CC(=O)N1CC(C=2C1=CN(C(C2)=O)C)(C)C 1-[2-((2R,5R)-2-Methoxymethyl-5-methyl-piperazin-1-yl)-acetyl]-3,3,6-trimethyl-1,2,3,6-tetrahydro-pyrrolo[2,3-c]pyridin-5-one hydrochloride salt